4-(6-azaspiro[2.5]octan-6-yl)pyrimidine-5-carboxamide C1CC12CCN(CC2)C2=NC=NC=C2C(=O)N